Methyl 2-(2-pentanoylisoindolin-5-yl)benzoate C(CCCC)(=O)N1CC2=CC=C(C=C2C1)C1=C(C(=O)OC)C=CC=C1